methoxyisonicotinic acid COC1=C(C(=O)O)C=CN=C1